(1S)-2-[4,6-bis(trifluoromethyl)-1,3,5-triazin-2-yl]-6-bromo-1-[(1,3-dioxan-5-yl)methyl]-2,3,4,9-tetrahydro-1H-pyrido[3,4-b]indole FC(C1=NC(=NC(=N1)C(F)(F)F)N1[C@H](C=2NC3=CC=C(C=C3C2CC1)Br)CC1COCOC1)(F)F